(E)-N-(4-(3-chloro-4-fluorophenyl)thiazol-2-yl)-5-((2-hydroxy-3-methoxybenzylidene)amino)-3-methylpyridine-2-sulfonamide ClC=1C=C(C=CC1F)C=1N=C(SC1)NS(=O)(=O)C1=NC=C(C=C1C)/N=C/C1=C(C(=CC=C1)OC)O